OP(O)OP(O)O.CC(C)(C1=CC=CC=C1)C1=C(C=CC(=C1)C(C)(C)C1=CC=CC=C1)C(O)(C(CO)(CO)CO)C1=C(C=C(C=C1)C(C)(C)C1=CC=CC=C1)C(C)(C)C1=CC=CC=C1 bis[2,4-Bis(1-methyl-1-phenylethyl)phenyl]pentaerythritol diphosphite